7-(difluoromethyl)-6-[3-(methoxymethyl)-1-methylpyrazol-4-yl]-1-{6-[2-(1-methylphenoxy)pyridin-4-yl]-2,3-dihydro-1H-isoindol-4-yl}-3,4-dihydro-2H-quinoline FC(C1=C(C=C2CCCN(C2=C1)C1=C2CNCC2=CC(=C1)C1=CC(=NC=C1)OC1(CC=CC=C1)C)C=1C(=NN(C1)C)COC)F